CN1[C@H]([C@@H](CCC1)C1=CC=2C(=NC=CC2NC=2C=CC3=C(N=CS3)C2)S1)C N-(2-((2S,3R)-1,2-dimethylpiperidin-3-yl)thieno[2,3-b]pyridin-4-yl)benzo[d]thiazol-5-amine